NC1=NC(=C(C(=N1)N(C)CC1=CC=CC=C1)C=O)Cl 2-AMINO-4-[BENZYL(METHYL)AMINO]-6-CHLORO-5-PYRIMIDINECARBALDEHYDE